1-chloro-7,10-tridecadiyne ClCCCCCCC#CCC#CCC